COC1(CCN(CC1)C1=CC=C(C=C1)NC=1C=CC2=C(OCC(N2C)=O)C1)C(F)(F)F 7-((4-(4-methoxy-4-(trifluoromethyl)piperidin-1-yl)phenyl)amino)-4-methyl-2H-benzo[b][1,4]oxazin-3(4H)-one